ClCC1=NC2=CC=CC=C2C(N1C1=NC(=CC=C1OC(C)C)C(F)(F)F)=O 2-(chloromethyl)-3-(3-isopropoxy-6-(trifluoromethyl)pyridin-2-yl)quinazolin-4(3H)-one